Methylene bisphosphonate P(OCOP([O-])=O)([O-])=O